2,7,8-trioxabicyclo[3.2.1]octane C12OCCC(CO1)O2